tert-butyl (R)-2-(((S)-1-(((S,E)-6-ethoxy-2,5-dimethyl-6-oxohex-4-en-3-yl)(methyl)amino)-3,3-dimethyl-1-oxobutan-2-yl)carbamoyl)piperidine-1-carboxylate C(C)OC(/C(=C/[C@H](C(C)C)N(C([C@H](C(C)(C)C)NC(=O)[C@@H]1N(CCCC1)C(=O)OC(C)(C)C)=O)C)/C)=O